1-(trans-4-((4-(4-chloro-1H-pyrazol-3-yl)-5-(trifluoromethyl)pyrimidin-2-yl)amino)cyclohexyl)-1-(5-(1-cyclopropyl-1H-pyrazol-4-yl)pyrazin-2-yl)-3-(2,2,2-trifluoroethyl)urea ClC=1C(=NNC1)C1=NC(=NC=C1C(F)(F)F)N[C@@H]1CC[C@H](CC1)N(C(=O)NCC(F)(F)F)C1=NC=C(N=C1)C=1C=NN(C1)C1CC1